5,6-dibutyl-1,2-benzothiazole C(CCC)C=1C(=CC2=C(C=NS2)C1)CCCC